C(C1=CC=CC=C1)OC(N[C@H](C(=O)N)COC)=O (S)-(1-amino-3-methoxy-1-oxopropan-2-yl)carbamic acid benzyl ester